6,6'-(ethane-1,1-diyl)bis(2,4-dimethylphenol) C(C)(C1=CC(=CC(=C1O)C)C)C1=CC(=CC(=C1O)C)C